C(C)(C)C1=C(N=C(N1)CC1=CC=C(C=C1)OC(F)(F)F)C=C1C(NCC(N1)=O)=O (5-isopropyl-1-(4-trifluoromethoxybenzylimidazole-4-yl)methylene)piperazine-2,5-dione